4,5-dimethyl-1,2,4-triazol CN1C=NN=C1C